O[C@@H]([C@@H](C(=O)N[C@@H](CC(C)C)B1OC[C@H](N([C@H](C(O1)=O)C)C)C)NC(C1=NC(=CC=C1)C1=CC=CC=C1)=O)C N-((2S,3R)-3-hydroxy-1-(((R)-3-methyl-1-((5S,7R)-5,6,7-trimethyl-4-oxo-1,3,6,2-dioxazaborocan-2-yl)butyl)amino)-1-oxobutan-2-yl)-6-phenylpicolinamide